C(C(=C)C)(=O)OCCOC1=C(C(=O)C2=CC=C(C=C2)Br)C=CC=C1 methacryloyloxyethoxy-4'-bromobenzophenone